N-(4-phenethoxyphenyl)-3-(4,4,5,5-tetramethyl-1,3,2-dioxaborolan-2-yl)benzamide C(CC1=CC=CC=C1)OC1=CC=C(C=C1)NC(C1=CC(=CC=C1)B1OC(C(O1)(C)C)(C)C)=O